6-chloro-2-vinyl-pyridine ClC1=CC=CC(=N1)C=C